CCCCCCC(C)C(=O)OC(C)(C)C Tert-butyl octane-7-carboxylate